5-(4-(1-(isopropylamino)-2-methyl-1-oxopropan-2-yl)piperazin-1-yl)-N-methyl-7-(trifluoromethyl)thieno[3,2-b]pyridine-3-carboxamide C(C)(C)NC(C(C)(C)N1CCN(CC1)C1=CC(=C2C(=N1)C(=CS2)C(=O)NC)C(F)(F)F)=O